N-(3,5-bis(trifluoromethyl)phenyl)-6-methoxy-1H-benzo[d]imidazol-2-amine FC(C=1C=C(C=C(C1)C(F)(F)F)NC1=NC2=C(N1)C=C(C=C2)OC)(F)F